C(C)(C)(C)C=1N=CN(C1)C1=C(C#N)C=C(C=C1)[N+](=O)[O-] 2-(4-(tert-butyl)-1H-imidazol-1-yl)-5-nitrobenzonitrile